6-(2-amino-5-(4-(2,5-dihydro-1H-pyrrol-3-yl)phenyl)-6-fluoropyridin-3-yl)-3,4-dihydroisoquinolin-1(2H)-one 2,2,2-trifluoroacetate FC(C(=O)O)(F)F.NC1=NC(=C(C=C1C=1C=C2CCNC(C2=CC1)=O)C1=CC=C(C=C1)C=1CNCC1)F